2-Chloro-6-tert-butyl-9H-carbazole ClC1=CC=2NC3=CC=C(C=C3C2C=C1)C(C)(C)C